FC1=C(N=CC2=C1N=CN=C2)C2=C1C=NNC1=CC=C2C 8-fluoro-7-(5-methyl-1H-Indazol-4-yl)pyrido[4,3-d]pyrimidine